2-((7,8-dichloro-4-(1H-imidazol-1-yl)quinolin-2-yl)amino)-3-phenylpropan-1-sulfonamide ClC1=CC=C2C(=CC(=NC2=C1Cl)NC(CS(=O)(=O)N)CC1=CC=CC=C1)N1C=NC=C1